ClC1=CC=C(C=C1)C1=CC(=CC=C1)N1C2=CC=CC=C2C=2C=CC=CC12 9-(4'-chloro-[1,1'-biphenyl]-3-yl)-carbazole